ClC1=C(C=C(C=C1)N(C1CCN(CC1)C1CCN(CC1)C(=O)OC(C)(C)C)C)N1C(NC(CC1)=O)=O Tert-butyl 4-{[4-chloro-3-(2,4-dioxo-1,3-diazinan-1-yl)phenyl](methyl)amino}-[1,4'-bipiperidine]-1'-carboxylate